CC=1C(=NC=CC1OCC(F)(F)F)CS(=O)C1=NC2=C(N1C(=O)OCCOC1=CC=C3C=CC(OC3=C1)=O)C=CC=C2 2-((2-Oxo-2H-chromen-7-yl)oxy)ethyl 2-(((3-methyl-4-(2,2,2-trifluoroethoxy)pyridin-2-yl)methyl)sulfinyl)-1H-benzo[d]imidazole-1-carboxylate